(2-(3-bromo-4-fluorophenoxy)ethoxy)(tert-butyl)dimethylsilane BrC=1C=C(OCCO[Si](C)(C)C(C)(C)C)C=CC1F